C(C)(=O)[O-].C(CCCC)[NH+]1C(CCC1)CCCC 1-pentyl-2-butylpyrrolidinium acetate